IC1=C(C(=C(C(=C1F)I)F)I)F 1,3,5-triiodo-2,4,6-trifluorobenzene